6-Methoxy-N,N-dimethyltryptamine COC=1C=C2NC=C(CCN(C)C)C2=CC1